(R)-6-amino-5-(1-(2,6-dichloro-3-fluorophenyl)ethoxy)-N-(4-(4-methylpiperazine-1-carbonyl)phenyl)pyridazine-3-carboxamide NC1=C(C=C(N=N1)C(=O)NC1=CC=C(C=C1)C(=O)N1CCN(CC1)C)O[C@H](C)C1=C(C(=CC=C1Cl)F)Cl